3,8-diazabicyclo[3.2.1]octan-8-carboxylic acid C12CNCC(CC1)N2C(=O)O